(S)-2-propyl-1,2,3,5-tetrahydro-[1,4]oxazepino[6,5-c][1,5]naphthyridine-6-amine C(CC)[C@H]1COCC=2C(=NC=3C=CC=NC3C2N1)N